cyclopropyl-[cis-5-cyclopropyl-7-fluoro-6,7-dihydro-5H-pyrrolo[1,2-b][1,2,4]triazol-2-yl]methanone C1(CC1)C(=O)C=1N=C2N(N1)[C@@H](C[C@@H]2F)C2CC2